(dibenzofuranylphenyl)(tert-butylspirobifluorenyl)amine C1(=CC=CC=2OC3=C(C21)C=CC=C3)C3=C(C=CC=C3)NC=3C2(C1=CC4=CC=CC=C4C1=CC3C(C)(C)C)C=CC=C3C1=CC=CC=C1C=C32